C(CC(=C)C)NCC=1C(NC(NC1)=S)=O 5-(isopentenylaminomethyl)-2-thiouracil